3-(2,6-dimethylphenoxy)-6-phenylpyridazine CC1=C(OC=2N=NC(=CC2)C2=CC=CC=C2)C(=CC=C1)C